C(C)(C)(C)OC(=O)N1C[C@H]([C@@H](CC1)O)N.FC1=CC=C(C=C1)C=1C=C2CCN(C(C2=CC1)=O)C=1C=CC(=C(C1)NS(=O)(=O)C)OCOCCOC N-(5-(6-(4-fluorophenyl)-1-oxo-3,4-dihydroisoquinolin-2(1H)-yl)-2-((2-methoxyethoxy)methoxy)phenyl)methanesulfonamide trans-tert-butyl-3-amino-4-hydroxypiperidine-1-carboxylate